BrC1=C(C=C(C(=C1)F)I)F 1-bromo-2,5-difluoro-4-iodo-benzene